S1C(=NC2=C1C=CC=C2)NC(=O)C=2C=CC=C1CCN(CC21)C2=CC=C(C(=N2)C(=O)OC(C)(C)C)C=2C(=C(OCCC[C@H]1CN(CCC1)CC(=O)O)C=CC2)C (S)-2-(3-(3-(3-(6-(8-(benzo[d]thiazol-2-ylcarbamoyl)-3,4-dihydroisoquinolin-2(1H)-yl)-2-(tert-butoxycarbonyl)pyridin-3-yl)-2-methylphenoxy)propyl)piperidin-1-yl)acetic acid